(1R)-2,2-difluoro-N-{3-[6-(1-hydroxypropyl)-4-methylpyridin-3-yl]-1,6-naphthyridin-7-yl}cyclopropane-1-carboxamide FC1([C@H](C1)C(=O)NC1=NC=C2C=C(C=NC2=C1)C=1C=NC(=CC1C)C(CC)O)F